C(C)OC(=O)C12CCCC2C2CCC1C2 ethyloctahydro-4,7-methano-3aH-indene-3a-carboxylate